ClC=1C=C(C=C(C1OC1=NNC(C(=C1)C(C)(C)F)=O)Cl)NC(C)=O N-(3,5-dichloro-4-((5-(2-fluoropropane-2-yl)-6-oxo-1,6-dihydro-pyridazin-3-yl)oxy)phenyl)acetamide